N-(1-(methylsulfonyl)-1,2,3,4-tetrahydroquinolin-7-yl)-N-(propylsulfonyl)propane-1-sulfonamide CS(=O)(=O)N1CCCC2=CC=C(C=C12)N(S(=O)(=O)CCC)S(=O)(=O)CCC